(4-iodo-5-methoxy-3-pyridinyl)-2,2-dimethyl-propionamide IC1=C(C=NC=C1OC)CC(C(=O)N)(C)C